N(N)C=1SC=C(N1)C(=O)OCC ethyl 2-hydrazineylthiazole-4-carboxylate